BrC=1C=C2CN(C(C2=C(C1)S(=O)(=O)N1CC(C1)(F)F)=O)[C@@H](C)C1CC1 (S)-5-bromo-2-(1-cyclopropylethyl)-7-((3,3-difluoroazetidin-1-yl)sulfonyl)isoindolin-1-one